FC1(C[C@@H](CC1)NC1=NC(=NC(=N1)NC1=CC(=NC=C1)C(C)(F)F)C1=NC(=CC=C1)C(F)(F)F)F (R)-N2-(3,3-difluorocyclopentyl)-N4-(2-(1,1-difluoroethyl)pyridin-4-yl)-6-(6-(trifluoromethyl)pyridin-2-yl)-1,3,5-triazine-2,4-diamine